CN(S(=O)(=O)C1=C2C=CC=C(C2=CC=C1)NC([C@H](CC1=CC=CC=C1)NC(OC(C)(C)C)=O)=O)C tert-butyl (s)-1-(5-(N,N-dimethylsulfamoyl) naphthalen-1-ylamino)-1-oxo-3-phenylprop-2-ylcarbamate